C1=CC=CC2=CC3=CC=CC=C3C(=C12)C[C@H](N)C(=O)O 3-(9-anthracenyl)alanine